2-[3-bromo-5-[1-methyl-2-(4-methyl-5-sulfanyl-1,2,4-triazol-3-yl)ethyl]phenyl]-4-(trifluoromethyl)isoindolin-1-one BrC=1C=C(C=C(C1)C(CC1=NN=C(N1C)S)C)N1C(C2=CC=CC(=C2C1)C(F)(F)F)=O